5-(8-(((trans)-4-methoxycyclohexyl)methyl)-7-oxo-5,6,7,8-tetrahydropyrazino[2,3-b]Pyrazin-2-yl)-4-methylpyridinecarboxamide CO[C@@H]1CC[C@H](CC1)CN1C2=C(NCC1=O)N=CC(=N2)C=2C(=CC(=NC2)C(=O)N)C